[N-[4-Amino-5-[4-(difluoromethoxy)benzoyl]thiazol-2-yl]-3-chloro-4-(trifluoromethoxy)anilino]propanamid NC=1N=C(SC1C(C1=CC=C(C=C1)OC(F)F)=O)N(C1=CC(=C(C=C1)OC(F)(F)F)Cl)C(C(=O)N)C